(R)-2-amino-N-((phenyl-d2)methyl)propanamide N[C@@H](C(=O)NCC1=C(C(=CC=C1)[2H])[2H])C